COC1=C(C=C(C=N1)N1N=C(C2=CC=CC=C12)C(=O)NC[2H])C(NCC1=C(C=CC=C1)OC(F)(F)F)=O [6-methoxy-5-({[2-(trifluoromethoxy)phenyl]methyl}carbamoyl)pyridin-3-yl]-N-(deutero)methyl-1H-indazole-3-carboxamide